2-(4-nitrophenoxy)-propanol [N+](=O)([O-])C1=CC=C(OC(CO)C)C=C1